3-[2-[2-(2-pyridyl)ethyl-(2-pyridylmethyl)amino]ethylamino]benzoic acid N1=C(C=CC=C1)CCN(CCNC=1C=C(C(=O)O)C=CC1)CC1=NC=CC=C1